P(=O)([O-])([O-])[O-].[V+5].[Li+].P(=O)([O-])([O-])[O-] Lithium vanadium phosphat